2-methoxy-4-methoxycarbonyloxy-1-methacryloyloxynaphthalene COC1=C(C2=CC=CC=C2C(=C1)OC(=O)OC)OC(C(=C)C)=O